1-methylpiperazine tert-butyl-(2-methyl-4-(6-(4-methylpiperazin-1-yl)pyrazolo[1,5-a]pyrazin-4-yl)benzyl)carbamate C(C)(C)(C)N(C(O)=O)CC1=C(C=C(C=C1)C=1C=2N(C=C(N1)N1CCN(CC1)C)N=CC2)C.CN2CCNCC2